NC1(COC1)C1=CC=C(C=C1)[C@H](C(=O)OCC=C)C1CCCC1 |r| (±)-Allyl 2-[4-(3-aminooxetan-3-yl)phenyl]-2-cyclopentyl-acetate